O1CC[C@@H](C2=CC=CC=C12)NC(=O)C=1C=C(C=C(C1)F)CN1C(N[C@](CC1=O)(C1=CC=CC=C1)CC1CC1)=[NH2+] [(4R)-1-[[3-[[(4S)-chroman-4-yl]carbamoyl]-5-fluoro-phenyl]methyl]-4-(cyclopropylmethyl)-6-oxo-4-phenyl-hexahydropyrimidin-2-ylidene]ammonium